CO[Si](OC)(OC)C(C(=O)O)C (trimethoxysilyl)propionic acid